C(C)OC(\C=C\C1=C(C=NC=C1)N)=O (E)-3-(3-amino-4-pyridinyl)prop-2-enoic acid ethyl ester